ClC1=C2C(=NC(=C1)OC)NC(=C2)C(=O)NC2CC[Si](CC2)(C)C 4-chloro-N-(1,1-dimethylsilacyclohexan-4-yl)-6-methoxy-1H-pyrrolo[2,3-b]pyridine-2-carboxamide